CC([C@@H](C=1OC2=C(C1C)C=CC=C2)NC(=O)NC2=CC=C(C=C2)S(=O)(=O)C)C (S)-1-(2-methyl-1-(3-methylbenzofuran-2-yl)propyl)-3-(4-(methylsulfonyl)phenyl)urea